((2R,3S,6R)-3-acetoxy-6-(4-iodobenzyl)-3,6-dihydro-2H-pyran-2-yl)methyl acetate C(C)(=O)OC[C@H]1O[C@@H](C=C[C@@H]1OC(C)=O)CC1=CC=C(C=C1)I